N=1C=NN2C1C=CC(=C2)C(C(=O)C2=NC(=CC=C2)C)=O 1-([1,2,4]triazolo[1,5-a]pyridin-6-yl)-2-(6-methylpyridin-2-yl)ethane-1,2-dione